Isopropyl-((((1S,4R)-4-(2-amino-6-methoxy-9H-purin-9-yl) cyclopent-2-en-1-yl)methoxy) (4-bromophenoxy)phosphoryl)-L-alaninat C(C)(C)N([C@@H](C)C(=O)[O-])P(=O)(OC1=CC=C(C=C1)Br)OC[C@@H]1C=C[C@@H](C1)N1C2=NC(=NC(=C2N=C1)OC)N